1-(5-methyl-3-p-tolyl-5-((thiophen-3-yl)methyl)-4,5-dihydro-1H-pyrazol-1-yl)-1-ethanone CC1(CC(=NN1C(C)=O)C1=CC=C(C=C1)C)CC1=CSC=C1